(S)-2-((tert-butoxycarbonyl)(methyl)amino)-3-hydroxypropanoic acid C(C)(C)(C)OC(=O)N([C@H](C(=O)O)CO)C